O1C(CCCC1)N1N=CC(=C1)C1=CC=C(C=N1)CO (6-(1-(tetrahydro-2H-pyran-2-yl)-1H-pyrazol-4-yl)pyridin-3-yl)methanol